ClC1=NC=C(C=C1N)Cl 2,5-dichloro-3-aminopyridine